tert-butyl (R)-3-((S)-1-(tert-butoxy)-3-(3-cyanophenyl)-1-oxopropane-2-yl)pyrrolidine-1-carboxylate C(C)(C)(C)OC([C@@H](CC1=CC(=CC=C1)C#N)[C@@H]1CN(CC1)C(=O)OC(C)(C)C)=O